ClC1=CC=C(CCN[C@H](C(=O)C2=CN(C3=CC=CC=C23)CC)C2=CC=CC=C2)C=C1 |r| (S)- and (R)-2-((4-chlorophenethyl)amino)-1-(1-ethyl-1H-indol-3-yl)-2-phenylethan-1-one